3-(5'-(methylsulfonamido)spiro[cyclohexane-1,3'-indoline]-1'-carbonyl)-N-(3-methyltetrahydrofuran-3-yl)benzenesulfonamide CS(=O)(=O)NC=1C=C2C3(CN(C2=CC1)C(=O)C=1C=C(C=CC1)S(=O)(=O)NC1(COCC1)C)CCCCC3